C12(CNCC2CCC1)NC(=O)NS(=O)(=O)C1=CC=C(C)C=C1 1-(3-azabicyclo[3.3.0]octyl)-3-p-toluenesulfonylurea